6-((S)-fluoro(1-(triisopropylsilyl)-1H-indol-3-yl)methyl)piperidin-2-one F[C@H](C1CCCC(N1)=O)C1=CN(C2=CC=CC=C12)[Si](C(C)C)(C(C)C)C(C)C